6-(2-Boc-3,4-dihydro-1H-isoquinolin-7-yl)-1-(3-chlorophenyl)-7-oxo-4,5-dihydropyrazolo[3,4-c]pyridine-3-carboxylic acid C(=O)(OC(C)(C)C)N1CC2=CC(=CC=C2CC1)N1C(C2=C(CC1)C(=NN2C2=CC(=CC=C2)Cl)C(=O)O)=O